FC(C(O)(S)S)(C(F)(F)F)F perfluorodimercaptopropanol